7-Methylquinazoline-2,4-diamine CC1=CC=C2C(=NC(=NC2=C1)N)N